N-methyl-3-(pyrrol-1-yl)propan-1-amine CNCCCN1C=CC=C1